4,4'-methylenebis(aniline) C(C1=CC=C(N)C=C1)C1=CC=C(N)C=C1